NC1=C2C(=NC=N1)N(N=C2C=2NC1=CC(=CC=C1C2Br)C(=O)OC)C(C)(C)C Methyl 2-(4-amino-1-(tert-butyl)-1H-pyrazolo[3,4-d]pyrimidin-3-yl)-3-bromo-1H-indole-6-carboxylate